BrC1=CC=C(C=C1)C=1C2=C(C(=NC1Cl)OC)C1(C(O2)C(C(C1O)C(=O)NCC(F)F)C1=CC=CC=C1)O (4-bromophenyl)-3-chloro-N-(2,2-difluoroethyl)-8,8a-dihydroxy-1-methoxy-6-phenyl-5a,7,8,8a-tetrahydro-6H-cyclopenta[4,5]furo[3,2-c]pyridine-7-carboxamide